(5-aminopyrido[4,3-c][1,7]naphthyridin-9-yl)((3S)-3-(4-(trifluoromethyl)phenyl)-4-morpholinyl)methanone NC1=NC=2C=NC(=CC2C2=C1C=CN=C2)C(=O)N2[C@H](COCC2)C2=CC=C(C=C2)C(F)(F)F